(2r,5s)-2-[[3,5-bis(trifluoromethyl)phenyl]carbamoyl]-5-[[2-(4-chloro-3-fluoro-phenoxy)acetyl]amino]piperidine-1-carboxylic acid tert-butyl ester C(C)(C)(C)OC(=O)N1[C@H](CC[C@@H](C1)NC(COC1=CC(=C(C=C1)Cl)F)=O)C(NC1=CC(=CC(=C1)C(F)(F)F)C(F)(F)F)=O